1-(tert-butyl)-3-((1S,3R)-3-((tert-butyldimethylsilyloxy)cyclopentyl)-1H-pyrazol-5-yl)-2-methylpyridin-3-amine C(C)(C)(C)N1C(C(CC=C1)(N)C1=CC(=NN1)C1(CCCC1)O[Si](C)(C)C(C)(C)C)C